C(C)(=O)N1N=C(CC1C1=CC=C(C=C1)C(C)(C)C)C=1C(NC2=CC=C(C=C2C1CC1=CC=CC=C1)Cl)=O 3-[2-acetyl-3-(4-tert-butylphenyl)-3,4-dihydropyrazol-5-yl]-4-benzyl-6-chloro-1H-quinolin-2-one